CC(C(C)=O)=CC 3-methyl-penten-2-one